Diphenyl[4-(phenylthio)phenyl]sulfonium Hexafluoroantimonate F[Sb-](F)(F)(F)(F)F.C1(=CC=CC=C1)[S+](C1=CC=C(C=C1)SC1=CC=CC=C1)C1=CC=CC=C1